C(C)OC(=O)C1CCN(CC1)C=1N=C(C2=C(N1)SC=C2)NC2=NNC(=C2)C 1-(4-((5-methyl-1H-pyrazol-3-yl)amino)thieno[2,3-d]pyrimidin-2-yl)piperidine-4-carboxylic acid ethyl ester